ClC=1C=C(\C=N\NC2=NC(=NC(=C2)C(F)(F)F)SCC#C)C=CC1 (E)-4-(2-(3-chlorobenzylidene)hydrazino)-2-(prop-2-yn-1-ylthio)-6-(trifluoromethyl)pyrimidine